(4'-methyl-terpyridine) platinum (II) chloride [Pt](Cl)Cl.CC1=C(C(=NC=C1)C1=NC=CC=C1)C1=NC=CC=C1